O=COCCCC dioxaheptene